F[P-](F)(F)(F)(F)F.C(CCCCC)N1C(N(C=C1)C)C 1-hexyl-2,3-dimethylimidazole hexafluorophosphate